C1(=CC=CC=C1)N1NC(=CC1C1=CC=C(C=C1)OC)C=CC1=CC=CC=C1 1-phenyl-3-styryl-5-(4-methoxyphenyl)pyrazoline